COC(C=1C(N)=CC=CC1)=O Methylanthranilat